tert-Butyl 4-(2-(diphenylmethylene)hydrazinyl)indoline-1-carboxylate C1(=CC=CC=C1)C(=NNC1=C2CCN(C2=CC=C1)C(=O)OC(C)(C)C)C1=CC=CC=C1